6-{[(1R)-1-(4-Chlorophenyl)-7-fluoro-5-[1-hydroxy-1-(1-methyl-1H-pyrazol-3-yl)propyl]-3-oxo-1-[(3S)-oxolan-3-yloxy]-2,3-dihydro-1H-isoindol-2-yl]methyl}pyridin-3-carbonitril ClC1=CC=C(C=C1)[C@@]1(N(C(C2=CC(=CC(=C12)F)C(CC)(C1=NN(C=C1)C)O)=O)CC1=CC=C(C=N1)C#N)O[C@@H]1COCC1